1-(phenylseleno)-4-phenylbenzene C1(=CC=CC=C1)[Se]C1=CC=C(C=C1)C1=CC=CC=C1